piperidin-3-yl-N-isobutyl-3-(((1r,3s)-3-methoxycyclobutyl)amino)pyridinecarboxamide N1CC(CCC1)C1=C(C(=NC=C1)C(=O)NCC(C)C)NC1CC(C1)OC